ClC1=NC(=CC=C1S(=O)(=O)N)C 2-chloro-6-methylpyridine-3-sulfonamide